5,6-dimethyl-2-(pyridin-2-yl)-1H-benzo[d]imidazole CC1=CC2=C(NC(=N2)C2=NC=CC=C2)C=C1C